tert-Butyl (2-methyl-1-oxo-1-(4-((2-oxo-1-(4-(2-oxoethyl)phenyl)-1,2-dihydropyrimidin-4-yl)carbamoyl)piperazin-1-yl)propan-2-yl)carbamate CC(C(N1CCN(CC1)C(NC1=NC(N(C=C1)C1=CC=C(C=C1)CC=O)=O)=O)=O)(C)NC(OC(C)(C)C)=O